FC=1C(=C(C=CC1)O)C=1N=NC(=C2C1C=NC=C2)NC2C(CCCC2)O 3-fluoro-2-(1-((2-hydroxycyclohexyl)amino)pyrido[3,4-d]pyridazin-4-yl)phenol